CC1(CC1)NC(O[C@H]1C[C@H](CC1)C1=CC(=NN1)NC(CC1=NOC=C1)=O)=O (1R,3S)-3-{3-[(1,2-oxazol-3-ylacetyl)amino]-1H-pyrazol-5-yl}cyclopentyl (1-methylcyclopropyl)-carbamate